[2,2'-bis(1-indenyl)biphenyl] zirconium dichloride [Cl-].[Cl-].[Zr+2].C1(C=CC2=CC=CC=C12)C1=C(C=CC=C1)C1=C(C=CC=C1)C1C=CC2=CC=CC=C12